[Ca].NCC1=CC=C2C=CNC2=C1 6-aminomethyl-indol Calcium